ethyleneglycol bis(3-mercaptopropionate) SCCC(=O)OCCOC(CCS)=O